(9R,13S)-13-amino-3-(2-hydroxyethyl)-9-methyl-3,4,7,15-tetraazatricyclo[12.3.1.02,6]Octadecan-1(18),2(6),4,14,16-pentaen-8-one N[C@H]1CCC[C@H](C(NC=2C=NN(C2C=2C=CN=C1C2)CCO)=O)C